CN1N=C2[C@@H](N(CCC2=C1C1=CC(=NN1C)C(F)(F)F)C(=O)C1=NC=CC2=C1C=NN2C)C (S)-(2,7-dimethyl-3-(1-methyl-3-(trifluoromethyl)-1H-pyrazol-5-yl)-2,4,5,7-tetrahydro-6H-pyrazolo[3,4-c]pyridin-6-yl)(1-methyl-1H-pyrazolo[4,3-c]pyridin-4-yl)methanone